COCC1COC2=C(O1)C=CC=C2 2-methoxymethyl-benzo[1,4]dioxane